2-(2,2-dimethyl-4-(pyridazin-3-ylmethyl)piperazin-1-yl)-6-fluoro-4-isobutylbenzonitrile CC1(N(CCN(C1)CC=1N=NC=CC1)C1=C(C#N)C(=CC(=C1)CC(C)C)F)C